1-allyl-2-(bromomethyl)benzene C(C=C)C1=C(C=CC=C1)CBr